Chloroformic acid ethyl ester C(C)OC(=O)Cl